CNC(CC(=O)NC1CCC(CC1)N1C(C=C(C2=C1N=C(N=C2)NC2=CC=C(C=C2)N2CCN(CC2)C)C#C[Si](C(C)C)(C(C)C)C(C)C)=O)=O N-methyl-N'-[(1s,4s)-4-(2-{[4-(4-methylpiperazin-1-yl)phenyl]amino}-7-oxo-5-[2-(triisopropylsilyl)ethynyl]pyrido[2,3-d]pyrimidin-8-yl)cyclohexyl]propanediamide